(1R,2R)-N-(6-((R)-1-cyanospiro[2.2]pentan-1-yl)isoquinolin-3-yl)-2-(2-hydroxypropan-2-yl)cyclopropane-1-carboxamide C(#N)[C@@]1(CC12CC2)C=2C=C1C=C(N=CC1=CC2)NC(=O)[C@H]2[C@@H](C2)C(C)(C)O